NC1=CC=C(C=C1)CCNC(OC(C)(C)C)=O tert-butyl (2-(4-amino-phenyl)-ethyl)carbamate